N-(1-bicyclo[1.1.1]pentanyl)-N'-[[5-(trifluoromethyl)-2-pyridyl]methyl]acetohydrazide C12(CC(C1)C2)N(NCC2=NC=C(C=C2)C(F)(F)F)C(C)=O